1-isopropyl-3-methyl-N-[(1-methylpyrazol-4-yl)methyl]-5-(2-methyl-3-thienyl)pyrazolo[4,3-b]pyridin-7-amine C(C)(C)N1N=C(C2=NC(=CC(=C21)NCC=2C=NN(C2)C)C2=C(SC=C2)C)C